5-(4-((diethylamino)methyl)phenyl)-N-(3-(4-(ethylsulfonyl)piperazin-1-yl)propyl)thieno[3,2-b]pyridin-7-amine C(C)N(CC)CC1=CC=C(C=C1)C1=CC(=C2C(=N1)C=CS2)NCCCN2CCN(CC2)S(=O)(=O)CC